7-(3-((benzyloxy)methyl)-4-ethyl-5-oxo-4,5-dihydro-1H-1,2,4-triazol-1-yl)-6-fluoro-1-isopropylquinolin-4(1H)-one C(C1=CC=CC=C1)OCC1=NN(C(N1CC)=O)C1=C(C=C2C(C=CN(C2=C1)C(C)C)=O)F